C(C)N(C=1C=C2OC=3C=CC(=CC3C3(C2=CC1)OC(=O)C1=CC=CC=C13)NC1=C(C=CC=C1)F)CC 6'-(diethylamino)-2'-(2-fluoroanilino)spiro[phthalide-3,9'-xanthene]